ClC1=NC=C2C=C(N=C(C2=C1)NCC1COCC1)C1=C(C(=CC(=C1Cl)OC)OC)Cl 7-chloro-3-(2,6-dichloro-3,5-dimethoxyphenyl)-N-((tetrahydrofuran-3-yl)methyl)-2,6-naphthyridine-1-amine